ClC=1C=C(CNCC)C=CC1Cl 3,4-dichlorobenzyl-ethylamine